((3S,7aS)-3-(fluoromethyl)tetrahydro-1H-pyrrolizin-7a(5H)-yl)methanol FC[C@@H]1CC[C@@]2(CCCN12)CO